3-(chloromethyl)-1,1,1,5,5,5-hexamethyl-3-[(trimethylsilyl) oxy] trisiloxane methyl {1-[6-(hydroxymethyl)-2-pyridyl]cyclobutyl}acetate OCC1=CC=CC(=N1)C1(CCC1)CC(=O)OC.ClC[Si](O[Si](C)(C)C)(O[Si](C)(C)C)O[Si](C)(C)C